N-[3-[2-chloro-3-[[3-[[(3R)-3-hydroxypyrrolidin-1-yl]methyl]-1,7-naphthyridin-8-yl]amino]phenyl]-2-methyl-phenyl]-4-oxo-6,7-dihydro-5H-pyrazolo[1,5-a]pyridine-2-carboxamide ClC1=C(C=CC=C1NC=1N=CC=C2C=C(C=NC12)CN1C[C@@H](CC1)O)C=1C(=C(C=CC1)NC(=O)C1=NN2C(C(CCC2)=O)=C1)C